5-amino-1-isopropyl-3-[6-[2-[[3-(1,1-dimethylpropyl)isoxazol-5-yl]amino]-1-methyl-2-oxo-ethyl]-3-pyridyl]pyrazole-4-carboxamide NC1=C(C(=NN1C(C)C)C=1C=NC(=CC1)C(C(=O)NC1=CC(=NO1)C(CC)(C)C)C)C(=O)N